O=C1NC(CCC1C1=COC2=C1C=C(C=C2)[N-]CCCCCCCN2CCCCC2)=O N-(3-(2,6-dioxopiperidin-3-yl)benzofuran-5-yl)-7-(piperidin-1-yl)heptylamide